FC=1C=C2C(=CC=NC2=CC1)C1CCC(CC1)[C@@H](C)NC=1OC(=NN1)C=1C=NC(=CC1)OC N-((R)-1-((1s,4S)-4-(6-fluoroquinolin-4-yl)cyclohexyl)ethyl)-5-(6-methoxypyridin-3-yl)-1,3,4-oxadiazol-2-amine